5-bromo-4-isobutoxy-pyridin-2-amine BrC=1C(=CC(=NC1)N)OCC(C)C